N1CC(CC2=CN=CC=C12)C#N 1,2,3,4-tetrahydro-1,6-naphthyridine-3-carbonitrile